S1C2=C(C=C1)C=C(C=C2)C(C)=O 1-benzo[b]thiophen-5-yl-ethanone